(4-amino-2-{[6-(trifluoromethoxy)pyridin-3-yl]amino}-1,3-thiazol-5-yl)(4-methoxyphenyl)methanone NC=1N=C(SC1C(=O)C1=CC=C(C=C1)OC)NC=1C=NC(=CC1)OC(F)(F)F